1-[(diphenylmethylene)amino]cyclopropane-1-carboxylic acid ethyl ester C(C)OC(=O)C1(CC1)N=C(C1=CC=CC=C1)C1=CC=CC=C1